FC1=C2C[C@H](CC2=CC(=C1N1S(NC(C1)=O)(=O)=O)O)CNC(OC(C)(C)C)=O tert-butyl {[(2S)-4-fluoro-6-hydroxy-5-(1,1,4-trioxo-1λ6,2,5-thiadiazolidin-2-yl)-2,3-dihydro-1H-inden-2-yl]methyl}carbamate